N[C@H](C(=O)O)CCC1=CC(OC2=CC(=CC=C12)O)=O (2S)-2-amino-4-(7-hydroxy-2-oxo-2H-chromen-4-yl)butanoic acid